C(C)(C)(C)OC1=C(C=CC(=C1OC)OC)/C=C/C(=O)C=1C=C(OCC(=O)OC(C)(C)C)C=CC1 tert-butyl (E)-2-(3-(3-(2-(tert-butoxy)-3,4-dimethoxyphenyl)acryloyl)phenoxy)acetate